3-difluoromethyl-quinoline FC(C=1C=NC2=CC=CC=C2C1)F